N-(4-aminopyridin-2-yl)-N-(3-fluorophenyl)acetamide NC1=CC(=NC=C1)N(C(C)=O)C1=CC(=CC=C1)F